C[C@@H]1C[C@@H](CN(C1)C1=C(C=NC=C1)[N+](=O)[O-])NC(OC(C)(C)C)=O tert-Butyl ((3S,5R)-5-methyl-1-(3-nitropyridin-4-yl)piperidin-3-yl)carbamate